1-Ethoxy-2-(2-methoxyethoxy)ethane C(C)OCCOCCOC